ClC1=C(C=2N=C(N=C(C2C=N1)N1CC2C(CC1)CN(C2)C(=O)OC(C)(C)C)OC[C@]21CCCN1C[C@@H](C2)F)F tert-Butyl 5-(7-chloro-8-fluoro-2-(((2R,7aS)-2-fluorotetrahydro-1H-pyrrolizin-7a(5H)-yl)methoxy)pyrido[4,3-d]pyrimidin-4-yl)octahydro-2H-pyrrolo[3,4-c]pyridine-2-carboxylate